Cl.FC1(CCC(CC1)N)F (4,4-Difluorocyclohexyl)amine hydrochloride